(S)-4-(3-(3-benzyl-3-methylureido)-2-(dimethylamino)propyl)-2-fluoro-N-methylbenzamide C(C1=CC=CC=C1)N(C(NC[C@H](CC1=CC(=C(C(=O)NC)C=C1)F)N(C)C)=O)C